ClC1=C(C(=CC2=C1N=C(S2)N)OC)C 4-chloro-6-methoxy-5-methylbenzo[d]thiazol-2-amine